7-Oxocholesterol O=C1[C@H]2[C@@H]3CC[C@H]([C@@H](CCCC(C)C)C)[C@]3(CC[C@@H]2[C@]2(CC[C@@H](CC2=C1)O)C)C